N1=CC(=CC=C1)C1=C(C=CC=C1)C1=C(C(=NC(=C1N1C2=CC=CC=C2C=2C=C(C=CC12)C)N1C2=CC=CC=C2C=2C=C(C=CC12)C)N1C2=CC=CC=C2C=2C=C(C=CC12)C)N1C2=CC=CC=C2C=2C=C(C=CC12)C 9,9',9'',9'''-(4-(2-(pyridin-3-yl)phenyl)pyridine-2,3,5,6-tetrayl)tetrakis(3-methyl-9H-carbazole)